2-(3-((R)-1-(((S)-1-(4-(acryloyloxy)-3,3-dimethyl-2-oxobutanoyl)-4-methylpiperazine-2-carbonyl)oxy)-3-(3,4-dimethoxyphenyl)propyl)phenoxy)acetic acid C(C=C)(=O)OCC(C(C(=O)N1[C@@H](CN(CC1)C)C(=O)O[C@H](CCC1=CC(=C(C=C1)OC)OC)C=1C=C(OCC(=O)O)C=CC1)=O)(C)C